4-Methoxy-3-(trifluoromethyl)benzoic acid [(2R)-3-(3-ethyl-4-oxo-spiro[6,8-dihydro-5H-pyrazolo[4,3-c]azepin-7,4'-tetrahydropyran]-1-yl)-2-methyl-propyl] ester C(C)C1=NN(C2=C1C(NCC1(CCOCC1)C2)=O)C[C@H](COC(C2=CC(=C(C=C2)OC)C(F)(F)F)=O)C